C(CC(C)CCCC(C)CCCC(C)CCCC(C)C)(=O)OC[C@@H](OC(CC(C)CCCC(C)CCCC(C)CCCC(C)C)=O)COP(=O)(O)OCCN 1,2-(7R,11R)-diphytanoyl-sn-glycero-3-phosphoethanolamine